C12(CC(C1)C2)C(=O)N2[C@H]([C@H](C(C2)(F)F)NS(=O)(=O)CC)CC=2C(=C(C=CC2)C2=CC(=CC=C2)OC(F)F)F N-[(2S,3R)-1-(bicyclo[1.1.1]pentane-1-carbonyl)-2-{[3'-(difluoromethoxy)-2-fluoro[1,1'-biphenyl]-3-yl]methyl}-4,4-difluoropyrrolidin-3-yl]ethanesulfonamide